BrCC(=O)C1=CC=C(S1)CN1C(COCC1)=O 4-((5-(2-bromoacetyl)thiophen-2-yl)methyl)morpholin-3-one